12-fluoro-14-methyl-5,6,7,8,14,15-hexahydro-4H-1,16-ethenopyrazolo[4,3-g][1,5,9,11]benzoxatriazacyclotetradecin-4-one FC=1C=CC2=C(C(NC3=NC4=C(C(NCCCO2)=O)C=NN4C=C3)C)C1